COC=1C=C(C=CC1OC)C1(CCC2(C(CCC2=O)=O)CC1)O 8-(3,4-Dimethoxyphenyl)-1,4-dioxospiro[4.5]decan-8-ol